7-fluoro-6-(methyl-(1-propionylpiperidin-3-yl)amino)-4-(1-methyl-1H-pyrazol-4-yl)-1H-pyrrolo[3,4-c]pyridin-3(2H)-one FC=1C2=C(C(=NC1N(C1CN(CCC1)C(CC)=O)C)C=1C=NN(C1)C)C(NC2)=O